2-amino-N-(1-(4-chloro-7-ethoxy-1-(2-hydroxy-ethyl)-1H-indazol-6-yl)ethyl)pyrazolo[1,5-a]pyrimidine-3-carboxamide trifluoroacetate FC(C(=O)O)(F)F.NC1=NN2C(N=CC=C2)=C1C(=O)NC(C)C1=CC(=C2C=NN(C2=C1OCC)CCO)Cl